4-(3,3-difluoro-4-hydroxybutyl-2-isopropylpyridin-3-yl-6-fluoro-7-(2-fluoro-6-hydroxyphenyl)-2-oxo-1,2-dihydropyrido[2,3-d]pyrimidin-4-yl)-2,5-dimethylpiperazine-1-carboxylate FC(CCC1=C(C(=NC=2N(C(N=C(C21)N2CC(N(CC2C)C(=O)[O-])C)=O)C=2C(=NC=CC2)C(C)C)C2=C(C=CC=C2O)F)F)(CO)F